C(C)(=O)OI1(OC(C2=C1C=CC=C2)=O)(OC(C)=O)CC(=O)[O-] 1,1-bis(acetyloxy)-3-oxo-3H-1λ5,2-benziodaoxol-1-ylacetate